ClC=1C=C(C=NC1OC=1C=C2CCN(C(C2=CC1)=O)CC1=CC=C(C=C1)F)N1N=C(C(NC1=O)=O)C(=O)O 2-(5-Chloro-6-((2-(4-fluorobenzyl)-1-oxo-1,2,3,4-tetrahydroisoquinolin-6-yl)oxy)pyridin-3-yl)-3,5-dioxo-2,3,4,5-tetrahydro-1,2,4-triazine-6-carboxylic acid